N-((2-(6-(3-(hydroxymethyl)piperazin-1-yl)pyridin-2-yl)-1,6-naphthyridin-7-yl)methyl)-4-methyl-3-(methylsulfonyl)benzamide OCC1CN(CCN1)C1=CC=CC(=N1)C1=NC2=CC(=NC=C2C=C1)CNC(C1=CC(=C(C=C1)C)S(=O)(=O)C)=O